2-((1-methyl-4-nitro-1H-imidazol-5-yl)thio)-N-(2-(8-oxo-[1,3]dioxolo[4,5-g]quinolin-5(8H)-yl)ethyl)benzamide CN1C=NC(=C1SC1=C(C(=O)NCCN2C=CC(C=3C=C4C(=CC23)OCO4)=O)C=CC=C1)[N+](=O)[O-]